2-Octylmercapto-4,6-Bis(3,5-di-tert-butyl-4-hydroxyphenoxy)-1,3,5-triazin C(CCCCCCC)SC1=NC(=NC(=N1)OC1=CC(=C(C(=C1)C(C)(C)C)O)C(C)(C)C)OC1=CC(=C(C(=C1)C(C)(C)C)O)C(C)(C)C